NC=1N=NC=CC1CNCCOC1=C2C(NC=NC2=CC(=C1Cl)C1=NC(=CC(=C1C(F)(F)F)C)N(CC1=CC=C(C=C1)OC)CC1=CC=C(C=C1)OC)=O 5-(2-(((3-aminopyridazin-4-yl)methyl)amino)ethoxy)-7-(6-(bis(4-methoxybenzyl)amino)-4-methyl-3-(trifluoromethyl)pyridin-2-yl)-6-chloroquinazolin-4(3H)-one